2-(2,6-diisopropylphenyl)-5-mesitylimidazo[1,5-a]pyridin-2-ium chloride [Cl-].C(C)(C)C1=C(C(=CC=C1)C(C)C)[N+]1=CN2C(C=CC=C2C2=C(C=C(C=C2C)C)C)=C1